2-(4-chloro-2-fluorophenyl)-2-methyl-7-(piperidin-4-yl)benzofuran ClC1=CC(=C(C=C1)C1(OC2=C(C1)C=CC=C2C2CCNCC2)C)F